2-(4-chloro-3-fluorophenoxy)-N-{(3s)-4-[2-(4-chloro-3-fluorophenoxy)acetamido]-3-hydroxybicyclo[2.2.2]octan-1-yl}-N-methylacetamide ClC1=C(C=C(OCC(=O)N(C)C23C[C@@H](C(CC2)(CC3)NC(COC3=CC(=C(C=C3)Cl)F)=O)O)C=C1)F